(3R,4R)-1-cyclopentyl-4-{[5-(2,4-difluoro-phenyl)-isoxazole-3-carbonyl]-amino}-piperidine-3-carboxylic acid (1-cyano-cyclobutyl)-amide C(#N)C1(CCC1)NC(=O)[C@@H]1CN(CC[C@H]1NC(=O)C1=NOC(=C1)C1=C(C=C(C=C1)F)F)C1CCCC1